BrCC=1C=C(C2=C(C(N(CC(O2)C)CC2=CC(=CC(=C2)OC)OC)=O)C1)C1=C(C=C(C=C1)F)C 7-(bromomethyl)-4-(3,5-dimethoxybenzyl)-9-(4-fluoro-2-methylphenyl)-2-methyl-3,4-dihydrobenzo[f][1,4]oxazepin-5(2H)-one